N-((1R,2S)-2-fluorocyclopropyl)-6-((3-methyl-2-carbonylpyridin-1(2H)-yl)amino)-8-(methylamino)imidazo[1,2-b]pyridazine-3-carboxamide F[C@@H]1[C@@H](C1)NC(=O)C1=CN=C2N1N=C(C=C2NC)NN2C(C(=CC=C2)C)=C=O